((1R,5S,6s)-6-((4-(2-aminopropan-2-yl)-6-(4-fluorophenyl)pyridin-2-yl)oxy)-3-azabicyclo[3.1.0]hexan-3-yl)(2-(pyrimidin-2-yl)thiazol-5-yl)methanone NC(C)(C)C1=CC(=NC(=C1)C1=CC=C(C=C1)F)OC1[C@@H]2CN(C[C@H]12)C(=O)C1=CN=C(S1)C1=NC=CC=N1